BrC=1C=C(C=CC1F)C(C(=O)OC)OC Methyl 2-(3-bromo-4-fluoro-phenyl)-2-methoxy-acetate